3,4,5-trichlorot-butylbenzene ClC=1C=C(C=C(C1Cl)Cl)C(C)(C)C